CC1=C(C#N)C=CC=C1C(C)NC1=NN=C(C2=CC(=C(C=C12)NC)C(=O)N1CC2(COC2)C1)C 2-Methyl-3-(1-((4-methyl-7-(methylamino)-6-(2-oxa-6-azaspiro[3.3]heptane-6-carbonyl)phthalazin-1-yl)amino)ethyl)benzonitrile